3-methylene-benzoic acid C=C1CC(C(=O)O)=CC=C1